3-chloro-2-(2-chloroethoxy)-5-(5-hydroxyindolin-1-yl)benzonitrile ClC=1C(=C(C#N)C=C(C1)N1CCC2=CC(=CC=C12)O)OCCCl